hydroxypentanesulfonic acid OC(CCCC)S(=O)(=O)O